BrC1=CC=CC=2N(CC(OC21)C)C(=O)OCC2=CC=CC=C2 benzyl 8-bromo-2-methyl-2,3-dihydro-1,4-benzoxazine-4-carboxylate